ClCCC(=O)C=1C=C2CCCC2=CC1 3-chloro-1-(2,3-dihydro-1H-inden-5-yl)propan-1-one